Cl.C(C)(=O)C=1C=C(C=CC1O)C[C@@H](C(=O)O)N (S)-3-(3-ACETYL-4-HYDROXY-PHENYL)-2-AMINO-PROPIONIC ACID HYDROCHLORIDE